CC1(N(CCN(C1)C1=NN(C(=C1)C)C1=CC=C(C=C1)OC(F)(F)F)C(CN1CCOCC1)=O)C 1-[2,2-dimethyl-4-[5-methyl-1-[4-(trifluoromethoxy)phenyl]pyrazol-3-yl]piperazin-1-yl]-2-morpholino-ethanone